pyridine-3-yl-boric acid N1=CC(=CC=C1)OB(O)O